3,3,3-trifluoropropene carbonate C(O)(O)=O.FC(C=C)(F)F